COC(COC[C@H]1N(CCC1)C1=NC2=C(C(=CC=C2C(=C1)N1C=NC=C1)Cl)Cl)=O (S)-2-((1-(7,8-dichloro-4-(1H-imidazol-1-yl)quinolin-2-yl)pyrrolidin-2-yl)methoxy)acetic acid methyl ester